1-chloro-8-isobutylbenzo[4,5]furo[2,3-c]pyridine ClC1=NC=CC2=C1OC1=C2C=CC=C1CC(C)C